[Ru](=O)(=O)[O-].[Ba+2].[Ru](=O)(=O)[O-] barium perruthenite